C1(CC1)C=1N=NN(C1)CC1=CC=C(C=C1)C1=NOC(=N1)C(F)(F)F 3-[4-[(4-cyclopropyltriazol-1-yl)methyl]phenyl]-5-(trifluoromethyl)-1,2,4-oxadiazole